BrC1=CC=C(C=2C1=NSN2)CC(=O)O 2-(7-bromobenzo[C][1,2,5]thiadiazol-4-yl)ACETIC ACID